3-(6-trifluoromethylpyridazin-3-yl)-3-azabicyclo[3.2.1]octan FC(C1=CC=C(N=N1)N1CC2CCC(C1)C2)(F)F